OC(C=O)=C(N1CCCC1C1=C(C=CC=C1)CN1[C@@H]2CO[C@H](C1)C2)C 2-hydroxy-3-methyl-5-[[[(1S,4S)-2-oxa-5-azabicyclo[2.2.1]hept-5-yl]methyl]phenyl]-3-pyrrolidin-1-yl-prop-2-en-1-one